C(C)(C)OC(=O)N1CCN(CC1)C1=NC=2N(C=C1)N=CC2C(NC)=O 4-(3-(methylcarbamoyl)pyrazolo[1,5-a]pyrimidin-5-yl)piperazine-1-carboxylic acid isopropyl ester